C(C)(C)(C)C=1OC=C(N1)C=1N=C(NC1)OC 2-tert-butyl-4-(2-methoxy-1H-imidazol-4-yl)oxazole